CC=1C=C(/C=C/C(=O)O)C=CC1 trans-3-methyl-cinnamic acid